C(C)OC=1C=CC(=NC1)C=1C=C(OCC2=CC(=CC3=C2C=C(O3)C=3N=C2SC(=NN2C3)OC)OC)C=CC1 6-(4-((3-(5-ethoxypyridin-2-yl)phenoxy)methyl)-6-methoxybenzofuran-2-yl)-2-methoxyimidazo[2,1-b][1,3,4]thiadiazole